N-[2-amino-5-(4-fluorophenyl)phenyl]-4-[(4-methyl-1H-imidazol-5-yl)sulfonyl]benzamide NC1=C(C=C(C=C1)C1=CC=C(C=C1)F)NC(C1=CC=C(C=C1)S(=O)(=O)C1=C(N=CN1)C)=O